2-[(4-bromo-7-chloro-pyrazolo[3,4-c]pyridin-1-yl)methoxy]ethyl-trimethyl-silane BrC1=C2C(=C(N=C1)Cl)N(N=C2)COCC[Si](C)(C)C